S(=O)(=O)(O)O.CC=1NC=2C=CC=C(C2C1)C(=O)N 2-methyl-1H-indole-4-carboxamide sulfate